3,5-diamino-2,4,6-trimethylbenzenesulfonic ACID NC=1C(=C(C(=C(C1C)N)C)S(=O)(=O)O)C